ClC=1C=CC=2N(N1)C(=NN2)C2=C(C=CC=C2)C(F)(F)F 6-chloro-3-(trifluoromethylphenyl)-[1,2,4]triazolo[4,3-b]pyridazine